NC=1N(C(=CC1)C)C1C(=C(C=CC1(C)OCC1(CCC1)NCC)O)C 2-Amino-6-((1-(ethylamino)cyclobutyl)methoxy)-1-(3-hydroxy-2,6-dimethylphenyl)-5-methyl-1H-pyrrole